C(C)(C)(C)OC(=O)N1C(CCC1)C(=O)N1CC2=C(N=C(N=C2OC2=C(C=C(C=C2C)C#N)C)NC2=CC=C(C=C2)C#N)CC1 2-(4-(4-cyano-2,6-dimethylphenoxy)-2-((4-cyanophenyl)amino)-5,6,7,8-tetrahydropyrido[4,3-d]pyrimidine-6-carbonyl)pyrrolidine-1-carboxylic acid tert-butyl ester